3-bromo-5-fluoro-1-methyl-1H-pyrazole BrC1=NN(C(=C1)F)C